1,2-diisopropoxypropane C(C)(C)OCC(C)OC(C)C